1-(4-bromophenylmethyl)pseudouridine BrC1=CC=C(C=C1)CN1C=C([C@H]2[C@H](O)[C@H](O)[C@@H](CO)O2)C(NC1=O)=O